(2S,4R)-1-[(2R)-2-(4-cyclopropyltriazol-1-yl)-3,3-dimethyl-butanoyl]-4-hydroxy-N-(2-pyrrolidin-1-yltetralin-1-yl)pyrrolidine-2-carboxamide C1(CC1)C=1N=NN(C1)[C@@H](C(=O)N1[C@@H](C[C@H](C1)O)C(=O)NC1C(CCC2=CC=CC=C12)N1CCCC1)C(C)(C)C